C(C)(C)(C)C1=CC2=C(OC(OC2=O)(C)C)C=C1OC 6-(tert-Butyl)-7-methoxy-2,2-dimethyl-4H-benzo[d][1,3]dioxin-4-one